COC(C(=C)NC(C(=C)NC(=O)C=1N=C(SC1)C=1CCN(CC1)C(=O)OC(C)(C)C)=O)=O tert-butyl 4-(4-((3-((3-methoxy-3-oxoprop-1-en-2-yl)amino)-3-oxoprop-1-en-2-yl)carbamoyl)thiazol-2-yl)-3,6-dihydropyridine-1(2H)-carboxylate